5-Ethylsulfonyl-1,3-dimethyl-6-[5-(trifluoromethyl)-1,3-benzoxazol-2-yl]benzimidazol-2-on C(C)S(=O)(=O)C1=CC2=C(N(C(N2C)=O)C)C=C1C=1OC2=C(N1)C=C(C=C2)C(F)(F)F